C1(=CC=CC2=CC=CC=C12)C1=CC=C(C=C1)C1=NC(=CC(=N1)C1=CC=C(C=C1)C=1C=NC=CC1)C1=CC=C(C=C1)C1=CC=CC2=CC=CC=C12 2,6-bis(4-naphthalen-1-ylphenyl)-4-[4-(3-pyridyl)phenyl]Pyrimidine